lauryl propionate Sulfate S(=O)(=O)(O)O.C(CC)(=O)OCCCCCCCCCCCC